5-amino-3-tert-butyl-pyrazol-1-carboxylic acid {4-[5-(2-methoxyl-ethoxyl)-benzimidazol-1-yl]-phenyl}-amide O(C)CCOC1=CC2=C(N(C=N2)C2=CC=C(C=C2)NC(=O)N2N=C(C=C2N)C(C)(C)C)C=C1